C(#N)C(C)[N+]1=C(NC=C1)C1=CC=CC=C1 1-Cyanoethyl-2-phenylimidazolium